C1(=CC=CC=C1)S(=O)(=O)C=1C=NC2=CC=CC=C2C1 3-PHENYLSULPHONYL-QUINOLINE